C(N)(=O)C1=C(C=C2C(=CC=NC2=C1)OC1=CC(=C(C=C1F)NC(=O)C1(CC1)C(=O)NC1=CC=C(C=C1)F)F)C 1-N'-[4-(7-carbamoyl-6-methylquinolin-4-yl)oxy-2,5-difluorophenyl]-1-N-(4-fluorophenyl)cyclopropane-1,1-dicarboxamide